C(C)OC=1C=C(C=CC1)C=1N=CC=2N(C1)C(=CN2)C2=NC=CC(=N2)N2CCN(CC2)C(C)=O 1-(4-(2-(6-(3-Ethoxyphenyl)imidazo[1,2-a]pyrazin-3-yl)pyrimidin-4-yl)piperazin-1-yl)ethan-1-one